(S)-2-amino-3-(6-(dimethylamino)pyridin-3-yl)propionic acid hydrochloride Cl.N[C@H](C(=O)O)CC=1C=NC(=CC1)N(C)C